1-pyrenebutyric acid, hydrazide C1(=CC=C2C=CC3=CC=CC4=CC=C1C2=C34)CCCC(=O)NN